[N+](=[N-])=CC(CC[C@@H](C(=O)OCCNC1CCC1)NC([C@H](C)OC)=O)=O 2-(cyclobutylamino)ethyl (S)-6-diazo-2-((S)-2-methoxypropanamido)-5-oxohexanoate